COC(=O)C=1N=CN2C1CN=C(C1=C2C=CC(=C1Cl)C(F)(F)F)C1=C(C=CC(=C1)OC)F 7-chloro-6-(2-fluoro-5-methoxy-phenyl)-8-(trifluoromethyl)-4H-imidazo[1,5-a][1,4]benzodiazepine-3-Carboxylic acid methyl ester